5-(1-(3,5-dichloropyridin-4-yl)ethoxy)-N-(6-morpholinopyridin-3-yl)-1H-indazole-3-carboxamide ClC=1C=NC=C(C1C(C)OC=1C=C2C(=NNC2=CC1)C(=O)NC=1C=NC(=CC1)N1CCOCC1)Cl